methyl 4-bromo-2-fluoro-6-((2-methoxy-2-oxoethoxy)methyl)benzoate BrC1=CC(=C(C(=O)OC)C(=C1)COCC(=O)OC)F